C(C1=CC=C(C(=O)N)C=C1)(=O)[O-].[Na+].COC=1C=C(C=2N(C1)N=C(C2)C=2N=C1SC(=NN1C2)OC)OCC(=O)NCC2CCOCC2 2-((6-methoxy-2-(2-methoxyimidazo[2,1-b][1,3,4]thiadiazol-6-yl)pyrazolo[1,5-a]pyridin-4-yl)oxy)-N-((tetrahydro-2H-pyran-4-yl)methyl)acetamide sodium terephthalamate